3-chloro-3'-(2-cyclopentyl-1-oxo-2,3-dihydro-1H-isoindol-5-yloxymethyl)-biphenyl-4-carboxylic acid ClC=1C=C(C=CC1C(=O)O)C1=CC(=CC=C1)COC=1C=C2CN(C(C2=CC1)=O)C1CCCC1